4-(benzyloxy)-2-(2-((tert-butyldimethylsilyl)oxy)ethyl)-1-(4-fluoro-3-methylphenyl)-1H-indole C(C1=CC=CC=C1)OC1=C2C=C(N(C2=CC=C1)C1=CC(=C(C=C1)F)C)CCO[Si](C)(C)C(C)(C)C